(Z)-4,6-dimethoxy-7-(1-methylpiperidin-4-yl)-2-(4-(prop-2-yn-1-yloxy)benzylidene)benzofuran-3(2H)-one COC1=CC(=C(C2=C1C(/C(/O2)=C/C2=CC=C(C=C2)OCC#C)=O)C2CCN(CC2)C)OC